FC=1C=NC(=NC1)N(C1=C(C=CC=C1)OC)CC#C (5-fluoropyrimidin-2-yl)-2-methoxy-N-(prop-2-yn-1-yl)aniline